Bis(4-hydroxybenzyl)sulfide OC1=CC=C(CSCC2=CC=C(C=C2)O)C=C1